C(#N)C1=CC=2C(=CN=C(C2)NC(OC(C)(C)C)=O)O1 tert-butyl N-{2-cyanofuro[2,3-c]pyridin-5-yl}carbamate